S1C=NC2=C1SC=N2.[NH+]2=CC=CC=C2 pyridinium thiazolothiazole